(3bS,4aR,5R)-1-(2,4-Difluoro-phenyl)-3b-isopropyl-5-methyl-3b,4,4a,5-tetrahydro-1H-cyclopropa[3,4]cyclopenta[1,2-c]pyrazole-3-carboxylic acid ((1S,2S)-2-hydroxy-indan-1-yl)-amide O[C@@H]1[C@H](C2=CC=CC=C2C1)NC(=O)C=1C2=C(N(N1)C1=C(C=C(C=C1)F)F)[C@@H]([C@@H]1[C@]2(C1)C(C)C)C